6-chloro-3-isopropyl-3-methyl-2H-imidazo[1,5-a]pyridine-1,5-dione ClC1=CC=C2N(C1=O)C(NC2=O)(C)C(C)C